(S)-5-(5,5-difluoro-3-((fluoromethyl)sulfonyl)-4-hydroxy-4,5,6,7-tetrahydro-1H-indol-1-yl)-2-fluorobenzonitrile FC1([C@H](C=2C(=CN(C2CC1)C=1C=CC(=C(C#N)C1)F)S(=O)(=O)CF)O)F